ClC1=NC=C(C=N1)P(=O)(C)C 2-chloro-5-(dimethylphosphoryl)pyrimidine